BrC=1C=C(C(=NC1)OCCCN1CCC(CC1)F)[N+](=O)[O-] 5-bromo-2-[3-(4-fluoropiperidin-1-yl)propoxy]-3-nitropyridin